tert-butyl 8-{4-[(3-methyl-4-{[1,2,4]triazolo[1,5-a]pyridin-7-ylmethyl}phenyl)amino]pyrido[3,2-d]pyrimidin-6-yl}-3,8-diazabicyclo[3.2.1]octane-3-carboxylate CC=1C=C(C=CC1CC1=CC=2N(C=C1)N=CN2)NC=2C1=C(N=CN2)C=CC(=N1)N1C2CN(CC1CC2)C(=O)OC(C)(C)C